(E)-(4-(1-(4-(2-(4-(3-(4-(2-(2,6-dioxopiperidin-3-yl)-1,3-dioxoisoindolin-5-yl)piperazin-1-yl)propyl)piperazin-1-yl)ethoxy)phenyl)-2-phenylbut-1-en-1-yl)phenyl)boronic acid O=C1NC(CCC1N1C(C2=CC=C(C=C2C1=O)N1CCN(CC1)CCCN1CCN(CC1)CCOC1=CC=C(C=C1)\C(=C(/CC)\C1=CC=CC=C1)\C1=CC=C(C=C1)B(O)O)=O)=O